O=C1NC(CCC1N1C(N(C2=C1C=CC=C2C2CN(C2)CC2CC(C2)N2N=C1C=C(C(=CC1=C2)NC(=O)C2=NC(=CC=C2)C(F)(F)F)OC)C)=O)=O N-[2-[3-[[3-[1-(2,6-dioxo-3-piperidinyl)-3-methyl-2-oxo-benzoimidazol-4-yl]azetidin-1-yl]methyl]cyclobutyl]-6-methoxy-indazol-5-yl]-6-(trifluoromethyl)pyridine-2-carboxamide